OC=1C=C(C=CC1O)C(CNC(=O)[C@]1([C@@H](CC[C@H](C1)C)C(C)C)O)=O (1S,2S,5R)-N-(2-(3,4-dihydroxyphenyl)-2-oxoethyl)-1-hydroxy-2-isopropyl-5-methylcyclohexane-1-carboxamide